8-(5-(5-((R)-1-(3,5-Dichloropyridin-4-yl)ethoxy)-1-(tetrahydro-2H-pyran-2-yl)-1H-indazol-3-yl)pyrimidin-2-yl)-1,8-diazaspiro[4.5]decan-2-one ClC=1C=NC=C(C1[C@@H](C)OC=1C=C2C(=NN(C2=CC1)C1OCCCC1)C=1C=NC(=NC1)N1CCC2(CCC(N2)=O)CC1)Cl